CC(=C=C)C 1,1-dimethylallene